CC(C)([C@@H](C(=O)O)N)O (S)-(+)-2-amino-3-hydroxy-3-methylbutanoic acid